[5-[(tert-butylamino)methyl]tetrahydrofuran-2-yl]methanol C(C)(C)(C)NCC1CCC(O1)CO